5-acetyl-N,1-bis(4-iodophenyl)-2-methyl-6-oxo-1,6-dihydropyridine-3-carboxamide C(C)(=O)C1=CC(=C(N(C1=O)C1=CC=C(C=C1)I)C)C(=O)NC1=CC=C(C=C1)I